C(=O)(O)COCCOCCNC(COCCOCCNC(=O)C=1C=NC(=NC1)NS(=O)(=O)C1=CC=C(OCCCCCCCCCCCCCCCC(=O)O)C=C1)=O 16-[4-[[5-[2-[2-[2-[2-[2-(carboxymethyloxy)ethoxy]ethylamino]-2-oxo-ethoxy]ethoxy]ethylcarbamoyl]pyrimidin-2-yl]sulfamoyl]phenoxy]hexadecanoic acid